6-((5-((3S,4S)-4-amino-3-methyl-2-oxa-8-azaspiro[4.5]decan-8-yl)pyrazin-2-yl)thio)-5-chloro-3-(4-fluorobenzyl)quinazolin-4(3H)-one N[C@@H]1[C@@H](OCC12CCN(CC2)C=2N=CC(=NC2)SC=2C(=C1C(N(C=NC1=CC2)CC2=CC=C(C=C2)F)=O)Cl)C